tert-butyl 7-(hydroxymethyl)-1,4-oxaazepane-4-carboxylate OCC1CCN(CCO1)C(=O)OC(C)(C)C